homotryptophane N[C@@H](CCC1=CNC2=CC=CC=C12)C(=O)O